CC1=CC=C2CCN(CC2=C1)CCC=1SC=CC1 7-Methyl-2-(2-(thiophen-2-yl)ethyl)-1,2,3,4-tetrahydroisoquinoline